(rac)-(1R,5S)-6,6-difluoro-3-oxabicyclo[3.1.0]hexane-1-carboxylic acid FC1([C@@H]2COC[C@]12C(=O)O)F |r|